CO\C=C(\C(=O)OC)/OC1=C(C=CC(=C1)N1N=C(C=C1)C(C(F)(F)F)(F)F)C methyl (Z)-3-methoxy-2-[2-methyl-5-[3-(1,1,2,2,2-pentafluoroethyl)pyrazol-1-yl]phenoxy]prop-2-enoate